C(C)(=O)NC=1C=C(C(=O)NC2=C(C=C(C(=C2)C=2C=NC(=NC2)N2CCOCC2)F)N2C[C@H](N([C@H](C2)C)C)C)C=CC1 |r| 3-acetamido-N-[4-fluoro-5-(2-morpholin-4-ylpyrimidin-5-yl)-2-[rac-(3R,5S)-3,4,5-trimethylpiperazin-1-yl]phenyl]benzamide